O1C(CC1)C1(OOC1)OC1=CC=CC=C1 oxetanyl-phenoxy-1,2-dioxetane